6-(1-((5-chloro-1-methyl-1H-pyrazol-4-yl)sulfonyl)piperidin-4-yl)-7-fluoro-[1,2,4]triazolo[1,5-a]pyridine ClC1=C(C=NN1C)S(=O)(=O)N1CCC(CC1)C=1C(=CC=2N(C1)N=CN2)F